ClC1=C(C(=O)NC(C(=O)O)CCN(CCOCC(F)(F)F)CCCCC2=NC=3NCCCC3C=C2)C=CC=C1F 2-[(2-chloro-3-fluoro-benzoyl)amino]-4-[4-(5,6,7,8-tetrahydro-1,8-naphthyridin-2-yl)butyl-[2-(2,2,2-trifluoroethoxy)ethyl]amino]butanoic acid